5,6-DICHLORO-1H-BENZOIMIDAZOLE-2-CARBALDEHYDE ClC1=CC2=C(NC(=N2)C=O)C=C1Cl